2,6-dichloro-7-((3,3-difluorocyclobutyl)methoxy)quinoline ClC1=NC2=CC(=C(C=C2C=C1)Cl)OCC1CC(C1)(F)F